bis(trimethoxysilylpropyl) disulfide CO[Si](OC)(OC)CCCSSCCC[Si](OC)(OC)OC